CCCCCCCCCCCCCCCCNC=O n-(N-hexadecyl)formamide